ethyl (2S,3R)-3-cyclopropyl-2,3-dihydroxypropionate C1(CC1)[C@H]([C@@H](C(=O)OCC)O)O